C1N(CCC2=CC=CC=C12)C[C@H](CN1C(C2=CC=C(C=C2CC1)N1CC(NC(C1)C)C)=O)O 2-[(2R)-3-(3,4-Dihydro-1H-isochinolin-2-yl)-2-hydroxy-propyl]-6-(3,5-dimethylpiperazin-1-yl)-3,4-dihydroisochinolin-1-on